1-(4-((6-(4-cyclopropyl-6-methoxypyrimidin-5-yl)-1H-pyrazolo[3,4-d]pyrimidin-1-yl)methyl)phenyl)-5-methyl-1H-pyrazole-3-carbonitrile C1(CC1)C1=NC=NC(=C1C1=NC=C2C(=N1)N(N=C2)CC2=CC=C(C=C2)N2N=C(C=C2C)C#N)OC